C1(=CC=CC=C1)S(=O)(SC(F)Cl)=O S-(chlorofluoromethyl) benzenesulfonothioate